2-[7-(4-trifluoromethanesulfonyl-benzyl)-2,7-diazaspiro[3.5]nonane-2-carbonyl]-7-oxa-2,5-diazaspiro[3.4]octan-6-one FC(S(=O)(=O)C1=CC=C(CN2CCC3(CN(C3)C(=O)N3CC4(C3)NC(OC4)=O)CC2)C=C1)(F)F